ClC1=NC(=CC(=C1)C=1C=2N(C(=NC1C1=CC=CC=C1)N)C=NN2)CN2CCOCC2 8-(2-chloro-6-(morpholinomethyl)pyridin-4-yl)-7-phenyl-[1,2,4]triazolo[4,3-c]pyrimidin-5-amine